CC1=C(OC=C1)C=NO N-[(3-methylfuran-2-yl)methylene]hydroxylamine